C(C)C1N(C[C@@H]2NS(C=3C(SC[C@@H]21)=C(N(C3)C)C(NC3=CC(=C(C=C3)F)C)=O)(=O)=O)C(=O)[O-] Ethyl-(3aR,10aR)-8-((4-fluoro-3-methylphenyl)carbamoyl)-7-methyl-3a,4,10,10a-tetrahydro-1H,7H-dipyrrolo[3,4-c:3',4'-g][1,6,2]dithiazocin-2(3H)-carboxylat-5,5-dioxid